O1COC2=C1C=CC(=C2)CC(C)N(C(=O)OCC(COC(C(C)(C)C)=O)(C)C)C 2,2-dimethylpropionic acid [3-[[2-(1,3-benzodioxol-5-yl)-1-methyl-ethyl]-methyl-carbamoyl] oxy-2,2-dimethyl-propyl] ester